N-(1,1-dimethylsilacyclohexan-4-yl)-4-fluoro-5-(trifluoromethyl)-1H-pyrrolo[2,3-c]pyridine-2-carboxamide C[Si]1(CCC(CC1)NC(=O)C1=CC=2C(=CN=C(C2F)C(F)(F)F)N1)C